N-[4-[8-amino-5-chloro-3-(trideuteriomethyl)imidazo[1,5-a]pyrazin-1-yl]-2,3-difluoro-phenyl]-2-[3-fluoro-5-(trifluoromethyl)phenyl]-2-hydroxy-acetamide NC=1C=2N(C(=CN1)Cl)C(=NC2C2=C(C(=C(C=C2)NC(C(O)C2=CC(=CC(=C2)C(F)(F)F)F)=O)F)F)C([2H])([2H])[2H]